(2S)-2-(9H-fluoren-9-ylmethoxycarbonylamino)-3-(3-iodophenyl)propanoic acid C1=CC=CC=2C3=CC=CC=C3C(C12)COC(=O)N[C@H](C(=O)O)CC1=CC(=CC=C1)I